3-amino-3-[3-(trifluoromethoxy)phenyl]propanoic acid NC(CC(=O)O)C1=CC(=CC=C1)OC(F)(F)F